[Si](C)(C)(C(C)(C)C)OCC1CC2=C(C=C(C=C2C1)OCC(C(=O)OC)NC(=O)OC(C)(C)C)F Methyl 3-[[2-[[tert-butyl(dimethyl)silyl]oxymethyl]-7-fluoro-2,3-dihydro-1H-inden-5-yl]oxy]-2-[(2-methylpropan-2-yl)oxycarbonylamino]propanoate